[Mo].[Cr].[C].CN(S(=O)(=O)N1CC(NCC1)C(F)(F)F)C N,N-dimethyl-3-(trifluoromethyl)piperazine-1-sulfonamide CARBON CHROMIUM-MOLYBDENUM